methyl (Z)-2-azido-3-(2-chloro-3-fluoro-phenyl)prop-2-enoate N(=[N+]=[N-])\C(\C(=O)OC)=C/C1=C(C(=CC=C1)F)Cl